N-methyl-N-(1-((4-morpholino-2-(3-(m-tolyl)-1H-pyrazol-1-yl)thieno[3,2-d]pyrimidin-6-yl)methyl)piperidin-4-yl)methanesulfonamide CN(S(=O)(=O)C)C1CCN(CC1)CC1=CC=2N=C(N=C(C2S1)N1CCOCC1)N1N=C(C=C1)C=1C=C(C=CC1)C